NC(CO)(CO)CC 2-amino-2-ethylpropane-1,3-diol